C1(CCCCCCCCCCCCCC1)C(=O)OCCCCCC(CCCCCOC(=O)C1CCCCCCCCCCCCCC1)N(C)CCCCO[Si](C1=CC=CC=C1)(C1=CC=CC=C1)C(C)(C)C 6-((4-((tert-Butyldiphenylsilyl)oxy)butyl)(methyl)amino)undecane-1,11-diyl dicyclopentadecanecarboxylate